tert-butyl-7-fluoro-2,2,5-trimethyl-4-oxo-3,4-dihydroquinoline-1(2H)-carboxylate C(C)(C)(C)OC(=O)N1C(CC(C2=C(C=C(C=C12)F)C)=O)(C)C